FC1=C(C=CC=2[C@H](C3=C(SCC21)C=CS3)N3N2C(C(N1[C@H]3COCC1)=O)=CC(C=C2)=O)F (12aR)-12-[(10R)-6,7-Difluoro-5,10-dihydrothieno[3,2-c][2]benzothiepin-10-yl]-3,4,12,12a-tetrahydro-1H-[1,4]oxazino[3,4-c]pyrido[2,1-f][1,2,4]triazin-6,8-dion